C1(C2(CC3=CC=CC=C13)NCCC2)=O pyrrolidinespiroindenone